CC(CC)(CC)O 3-methyl-3-pentanol